N[C@@H]1C2=CC=CC=C2CC12CCN(CC2)C=2NC(C1=C(N2)NN=C1C(=C)C=1C(=NC=C(C1)C(F)(F)F)N)=O (S)-6-(1-amino-1,3-dihydro-spiro[inden-2,4'-piperidin]-1'-yl)-3-(1-(2-amino-5-(trifluoromethyl)pyridin-3-yl)vinyl)-1,5-dihydro-4H-pyrazolo[3,4-d]pyrimidin-4-one